C(C=C)(=O)NCO[Si](OC)(OC)CC(C)C acrylamido-2-methylpropyl-trimethoxysilane